N=N[C@@H](CCC(=O)O)C(=O)O iminoglutamic acid